(S)-N-(2,6-Dimethylphenyl)-4-methoxybenzenesulfinamide CC1=C(C(=CC=C1)C)N[S@@](=O)C1=CC=C(C=C1)OC